1-(4-amino-6-(6-(trifluoromethyl)pyridin-2-yl)-1,3,5-triazin-2-ylamino)-2-methylpropan-2-ol NC1=NC(=NC(=N1)C1=NC(=CC=C1)C(F)(F)F)NCC(C)(O)C